trans-ethyl 4-ethyl-2-((1,2,3,5,6,7-hexahydro-s-indacen-4-yl)amino)-5-(5-(2-hydroxypropan-2-yl)isoxazol-3-yl)-4,5-dihydrooxazole-5-carboxylate C(C)[C@@H]1N=C(O[C@]1(C(=O)OCC)C1=NOC(=C1)C(C)(C)O)NC1=C2CCCC2=CC=2CCCC12